Tert-butyl 4-(4-(2-(2-aminopyridin-3-yl)-5-(cyclohex-1-en-1-yl)-3H-imidazo[4,5-b]pyridin-3-yl)benzyl)piperazine-1-carboxylate NC1=NC=CC=C1C1=NC=2C(=NC(=CC2)C2=CCCCC2)N1C1=CC=C(CN2CCN(CC2)C(=O)OC(C)(C)C)C=C1